(5R)-2-[1-[2-(Dimethylamino)ethyl]pyrazol-4-yl]-N-[(3S)-9-fluoro-2-oxo-5-phenyl-1,3-dihydro-1,4-benzodiazepin-3-yl]-5-methyl-6,7-dihydro-5H-pyrazolo[5,1-b][1,3]oxazine-3-carboxamide CN(CCN1N=CC(=C1)C1=NN2C(O[C@@H](CC2)C)=C1C(=O)N[C@@H]1C(NC2=C(C(=N1)C1=CC=CC=C1)C=CC=C2F)=O)C